1,4-bis(4-benzoyl-3-hydroxyphenoxy)-butane C(C1=CC=CC=C1)(=O)C1=C(C=C(OCCCCOC2=CC(=C(C=C2)C(C2=CC=CC=C2)=O)O)C=C1)O